C1(CC1)S(=O)(=O)N[C@@H]1C[C@H](N(CC1)CC1=C2C=CNC2=C(C=C1OC)C)C1=CC=C(C(=O)O)C=C1 4-[(2S,4S)-4-cyclopropanesulfonylamino-1-[(5-methoxy-7-methyl-1H-indol-4-yl)methyl]piperidin-2-yl]benzoic acid